1-(8-fluoro-2-methylquinolin-4-yl)butanone rac-tert-butyl-(1R,6S)-2,5-diazabicyclo[4.2.0]octane-2-carboxylate C(C)(C)(C)OC(=O)N1[C@@H]2CC[C@@H]2NCC1.FC=1C=CC=C2C(=CC(=NC12)C)CC(CC)=O |r|